(S)-4-bromo-2-phenyl-2,3-dihydrofuro[2,3-b]pyridine-2-carboxylic acid BrC1=C2C(=NC=C1)O[C@](C2)(C(=O)O)C2=CC=CC=C2